C1=CNC=2N=CC=3N(C21)C(=CN3)OC(=O)N3CCCC3 3H-imidazo[1,2-a]pyrrolo[2,3-e]pyrazin-8-ylpyrrolidine-1-carboxylate